2,4-bis(3,3-dimethylureido)Toluene CN(C(NC1=C(C)C=CC(=C1)NC(=O)N(C)C)=O)C